O=CCCCCCCCCCCCCCCCCC(=O)[O-] 18-oxooctadecanoate